5-(benzyloxy)-2,2-dimethyl-2,3-dihydro-1H-inden-1-one C(C1=CC=CC=C1)OC=1C=C2CC(C(C2=CC1)=O)(C)C